ClC1=CC=C(C=C1)C1=C(CCC(C1)(C)C)CN1C(CN(CC1)CC=1C=C2CN(C(C2=C(C1)F)=O)C1C(NC(CC1)=O)=O)(C)C 3-(5-((4-((4'-chloro-5,5-dimethyl-3,4,5,6-tetrahydro-[1,1'-biphenyl]-2-yl)methyl)-3,3-dimethylpiperazin-1-yl)methyl)-7-fluoro-1-oxoisoindolin-2-yl)piperidine-2,6-dione